(4R)-4-(4,4-diethyl-2-imino-6-oxo-hexahydropyrimidin-1-yl)-N-[2-(hydroxymethyl)-methyl-3H-benzofuran-3-yl]chromane-6-carboxamide C(C)C1(NC(N(C(C1)=O)[C@@H]1CCOC2=CC=C(C=C12)C(=O)NC1(C(OC2=C1C=CC=C2)CO)C)=N)CC